n-propyl benzoate (propyl benzoate) C(CC)C1=C(C(=O)O)C=CC=C1.C(C1=CC=CC=C1)(=O)OCCC